NC1=NNC2=CC=C(C=C12)CN1C(N([C@@H]([C@@H]([C@H]([C@H]1CC1=CC=CC=C1)O)O)CC1=CC=CC=C1)CCCC)=O (4R,5S,6S,7R)-1-(3-amino-1H-indazol-5-ylmethyl)-4,7-dibenzyl-3-butyl-5,6-dihydroxyperhydro-1,3-diazepin-2-one